C(CCC)C1N(S(C2=C(N(C1)C1=CC=CC=C1)C=C(C(=C2)O)SC)(=O)=O)C 3-Butyl-8-hydroxy-2-methyl-7-{methylthio}-5-phenyl-2,3,4,5-tetrahydro-1,2,5-benzothiadiazepine 1,1-dioxide